N1N=C(C2=CC=CC=C12)N 1H-indazol-3-ylamine